C1(CCC1)OC1=C(C=CC(=C1F)F)[C@H]1[C@@H](O[C@]([C@H]1C)(C(F)(F)F)C)C(=O)NC1=CC(=NC=C1)C(=O)N 4-[[(2R,3S,4S,5R)-3-[2-(Cyclobutoxy)-3,4-difluorophenyl]-4,5-dimethyl-5-(trifluoromethyl)tetrahydrofuran-2-carbonyl]amino]pyridin-2-carboxamid